[2-[4-(hydroxymethyl)cyclohexyl]indazol-5-yl]-6-methyl-pyridine-2-carboxamide OCC1CCC(CC1)N1N=C2C=CC(=CC2=C1)C=1C(=NC(=CC1)C)C(=O)N